3-(6-((6-(azetidin-3-yl)-5,6,7,8-tetrahydro-1,6-naphthyridin-2-yl)methoxy)-7-methoxy-[1,2,4]triazolo[4,3-b]pyridazin-3-yl)-5-methylisoxazole hydrochloride Cl.N1CC(C1)N1CC=2C=CC(=NC2CC1)COC=1C(=CC=2N(N1)C(=NN2)C2=NOC(=C2)C)OC